C1(CC1)C=1C=NC2=C(C(=CC=C2N1)CN1CCN(CC1)C=1C=NC2=C(N=CC=C2C1)NC)F 3-cyclopropyl-8-fluoro-7-((4-(8-(methylamino)-1,7-naphthyridin-3-yl)piperazin-1-yl)methyl)quinoxaline